tert-butyl 2-((2-bromo-3-chloropyridin-4-yl) carbamoyl)-1-methyl-1,4,6,7-tetrahydro-5H-imidazo[4,5-c]pyridine-5-carboxylate BrC1=NC=CC(=C1Cl)NC(=O)C=1N(C2=C(CN(CC2)C(=O)OC(C)(C)C)N1)C